C1(CC1)SC=1C=C(C#N)C=C(C1)OC(F)F 3-(Cyclopropylsulfanyl)-5-(difluoromethoxy)benzonitrile